CN(S(=O)(=O)C1=CC=C(C(=O)NC2=C(C(=CC=C2)F)N2CCC(CC2)OC2=NC=CC=C2)C=C1)C 4-(N,N-dimethylsulfamoyl)-N-(3-fluoro-2-(4-(pyridin-2-yloxy)piperidin-1-yl)phenyl)benzamide